C(C)(=O)NC1=NC(N(C=C1)[C@@H]1O[C@@H]([C@@H]([C@@H]1CC(=O)[O-])O)COC(C1=CC=CC=C1)(C1=CC=C(C=C1)OC)C1=CC=C(C=C1)OC)=O (2R,3S,4R,5R)-2-(4-acetamido-2-oxopyrimidin-1(2H)-yl)-5-((bis(4-methoxyphenyl) (phenyl) methoxy) methyl)-4-hydroxytetrahydrofuran-3-ylacetate